COC=1C=C(C=CC1OC)C(CSC1=NN=NN1C1=CC=C(C=C1)C)=O 1-(3,4-dimethoxyphenyl)-2-((1-(p-tolyl)-1H-tetrazol-5-yl)thio)ethan-1-one